C(C)(C)(C)[C@]1(C=2C3=C(C(NC2CN=C1)=O)C=C(C(=C3)F)F)N(C(C3=CN=C(C(=C3)F)C(F)(F)F)=O)C |r| Racemic-tert-butyl-8,9-difluoro-1-(5-fluoro-N-methyl-6-(trifluoromethyl)nicotinamido)-6-oxo-1,4,5,6-tetrahydrobenzo[c][1,7]naphthyridine